Methyl 3-methyl-1-(propan-2-yl)-1H-pyrazole-4-carboxylate CC1=NN(C=C1C(=O)OC)C(C)C